C(CCC)C1C(=NN(C1(C(=O)NCCCC(CO)(C)C)C)C1=CC=C(C=C1)C(F)(F)F)C1=CC=C(C=C1)F 4-butyl-3-(4-fluorophenyl)-N-(5-hydroxy-4,4-dimethylpentyl)-5-methyl-1-(4-(trifluoromethyl)phenyl)-4,5-dihydro-1H-pyrazole-5-carboxamide